ClC1=C(OC(C(=O)Cl)C)C=CC(=C1)Cl 2-(2,4-dichlorophenoxy)propionyl chloride